(R)-epoxypropane C[C@@H]1CO1